6-chloro-3-(((R)-1-(3,6-dimethyl-2-((R)-1-methyl-3,4-dihydroisoquinolin-2(1H)-yl)-4-oxo-3,4-dihydroquinazolin-8-yl)ethyl)amino)-N-(methylsulfonyl)picolinamide ClC1=CC=C(C(=N1)C(=O)NS(=O)(=O)C)N[C@H](C)C=1C=C(C=C2C(N(C(=NC12)N1[C@@H](C2=CC=CC=C2CC1)C)C)=O)C